NC1CCC(CC1)NC(=O)C1=C(C=2NC=3C=C(C=CC3C2N=C1)C#N)NC(C)C N-((1R,4R)-4-aminocyclohexyl)-7-cyano-4-(isopropylamino)-5H-pyrido[3,2-b]indole-3-carboxamide